5-((7Z,10Z,13Z,16Z)-Nonadeca-7,10,13,16-tetraen-1-yl)resorcinol C(CCCCC\C=C/C\C=C/C\C=C/C\C=C/CC)C=1C=C(C=C(O)C1)O